CC(C)(C)O dimethyl-ethyl Alcohol